NC1=CC2=C(N=C(S2)C2=C(C(=O)N)C=CC(=C2)OC)C=C1 (6-aminobenzo[d]thiazol-2-yl)-4-methoxybenzamide